N1NC(N=C1)=S 1H-1,2,4-triazole-3(2H)-thione